NC1=CC=C(C=N1)C=1C=C(C(=O)NC=2N(C=C(N2)CCCCCCN2CCCCC2)C2=CC=CC=C2)C=CC1 3-(6-aminopyridin-3-yl)-N-(1-phenyl-4-(6-(piperidin-1-yl)hexyl)-1H-imidazol-2-yl)benzamide